COC(=O)C=1C=C2C(=NC1Cl)CCC2 2-chloro-6,7-dihydro-5H-cyclopenta[b]pyridine-3-carboxylic acid methyl ester